N[C@H](C(=O)NS(NC[C@H]1O[C@H]([C@@H]([C@@H]1O)O)N1C2=NC=NC(=C2N=C1)N)(=O)=O)CC1=CC=CC=C1 (S)-amino-N-(N-(((2R,3S,4R,5R)-5-(6-amino-9H-purin-9-yl)-3,4-dihydroxytetrahydrofuran-2-yl)methyl)sulfamoyl)-3-phenylpropanamide